N1=CC(=CC=C1)CN1CCNC2=CC=CC=C12 1-(pyridin-3-ylmethyl)-1,2,3,4-tetrahydroquinoxaline